CN1C(=C(C2=CC=CC=C12)C1(OC(=O)C2=CC(=CC=C12)N(C)C)C1=C(N(C2=CC=CC=C12)C)C)C 3,3-bis(1,2-dimethylindole-3-yl)-6-dimethylaminophthalide